(S)-2-(1-(2-chlorothiazol-4-yl)-1H-pyrazol-4-yl)-N-(3-cyclopropyl-1H-pyrazol-5-yl)propanamide (methylamino)-6-(3-methylimidazo[4,5-c]pyridin-7-yl)pyrazine-2-carboxylate CNC=1C(=NC(=CN1)C=1C2=C(C=NC1)N(C=N2)C)C(=O)O.ClC=2SC=C(N2)N2N=CC(=C2)[C@@H](C(=O)NC2=CC(=NN2)C2CC2)C